(S)-tert-butyl (1-(5-carbamoyl-4-((2',3'-difluoro-[1,1'-biphenyl]-3-yl)amino) pyrimidin-2-yl)piperidin-3-yl)carbamate C(N)(=O)C=1C(=NC(=NC1)N1C[C@H](CCC1)NC(OC(C)(C)C)=O)NC=1C=C(C=CC1)C1=C(C(=CC=C1)F)F